O(P(OC1=C(C=CC=C1)C(C)(C)C)OP([O-])[O-])C1=C(C=CC=C1)C(C)(C)C bis(tert-butyl-phenyl) diphosphite